5-tertiary butyl-salicylaldehyde C(C)(C)(C)C1=CC=C(C(C=O)=C1)O